(R)-N-(amino(4-((dimethylamino)methyl)phenyl)(oxo)-λ6-sulfaneylidene)-2-(4-(difluoromethyl)-2,6-diisopropylphenyl)acetamide N[S@](=NC(CC1=C(C=C(C=C1C(C)C)C(F)F)C(C)C)=O)(=O)C1=CC=C(C=C1)CN(C)C